((2-(2-(6,6-dimethyl-4,5,6,7-tetrahydro-1H-indazol-3-yl)-1H-indol-6-yl)-1-oxo-2,8-diazaspiro[4.5]dec-8-yl)methyl)-2-(2,6-dioxopiperidin-3-yl)isoindoline-1,3-dione CC1(CCC=2C(=NNC2C1)C=1NC2=CC(=CC=C2C1)N1C(C2(CC1)CCN(CC2)CC2=C1C(N(C(C1=CC=C2)=O)C2C(NC(CC2)=O)=O)=O)=O)C